NCCCNCCCN1CCN(CC1)CCCC(CCNC(C)C)N 1-(3-(4-(3-((3-aminopropyl)amino)propyl)piperazin-1-yl)propyl)-N3-isopropylpropane-1,3-diamine